N-(3-(6-(pyridin-4-yl)quinazolin-8-yl)phenyl)acrylamide N1=CC=C(C=C1)C=1C=C2C=NC=NC2=C(C1)C=1C=C(C=CC1)NC(C=C)=O